NC1=C2C(=NC=N1)N(N=C2C2=CC=C(C=C2)OC2=CC=CC=C2)C2CC1C(CN(C1)CC1CN(CC1)C=1C=CC(=NC1)C(=O)NC1C(NC(CC1)=O)=O)C2 5-(3-((5-(4-amino-3-(4-phenoxyphenyl)-1H-pyrazolo[3,4-d]pyrimidin-1-yl)hexahydrocyclopenta[c]pyrrol-2(1H)-yl)methyl)pyrrolidin-1-yl)-N-(2,6-dioxopiperidin-3-yl)pyridineamide